4-(2-(2,4-Difluorophenoxy)-5-(ethylsulfonylamino)phenyl)-2-methyl-6-vinylpyridine 1-oxide FC1=C(OC2=C(C=C(C=C2)NS(=O)(=O)CC)C2=CC(=[N+](C(=C2)C=C)[O-])C)C=CC(=C1)F